5-(2-(2-aminopyridin-3-yl)-3-(4-(chloromethyl)phenyl)-3H-imidazo[4,5-b]pyridin-5-yl)-1-methylpyridin-2(1H)-one NC1=NC=CC=C1C1=NC=2C(=NC(=CC2)C=2C=CC(N(C2)C)=O)N1C1=CC=C(C=C1)CCl